NCC(CN1N=CN(C1=O)CC=1SC(=CC1)C=1C=NC=2NCCCC2C1)=C(F)F 2-[2-(aminomethyl)-3,3-difluoro-allyl]-4-[[5-(5,6,7,8-tetrahydro-1,8-naphthyridin-3-yl)-2-thienyl]methyl]-1,2,4-triazol-3-one